2-[4-[4-(2,6-dioxo-3-piperidyl)phenyl]-1-piperidyl]-N-[5-fluoro-7-hydroxy-6-(1,1,4-trioxo-1,2,5-thiadiazolidin-2-yl)-2-naphthyl]acetamide O=C1NC(CCC1C1=CC=C(C=C1)C1CCN(CC1)CC(=O)NC1=CC2=CC(=C(C(=C2C=C1)F)N1S(NC(C1)=O)(=O)=O)O)=O